ClC(C(O[C@@H]1[C@H](OC(C2=CC=CC=C2)=O)[C@@H](OC(C2=CC=CC=C2)=O)[C@H](OC(C2=CC=CC=C2)=O)[C@H](O1)COC(C1=CC=CC=C1)=O)=N)(Cl)Cl 2,3,4,6-tetra-O-benzoyl-α-D-glucopyranosyl trichloroacetimidate